ClC=1C(=NC(=NC1)NC1CCOCC1)C1=CC=C2CN(C(C2=C1)=O)[C@@H](C(=O)N[C@H](C)C1=C(C=CC(=C1)OC)F)CO (2R)-2-(6-{5-chloro-2-[(oxacyclohex-4-yl)amino]pyrimidin-4-yl}-1-oxo-2,3-dihydro-1H-isoindol-2-yl)-N-[(1R)-1-(2-fluoro-5-methoxyphenyl)ethyl]-3-hydroxypropionamide